[Cl-].C[C@H]1CC[C@H](CC1)[NH3+] Cis-4-Methylcyclohexane-1-Aminium Chloride